C(CCCCCCCC)(=O)OCC(COC(CCCCCCCC)=O)CC(=O)OCC(COC(CC(COC(CCCCCCCC)=O)COC(CCCCCCCC)=O)=O)NC(=O)N1C=NC=C1 (((2-(1H-imidazole-1-carboxamido)propane-1,3-diyl)bis(oxy))bis(2-oxoethane-2,1-diyl))bis(propane-2,1,3-triyl) tetranonanoate